NC1=C(C=C(C=C1)CC=1C(=C(C=NC1)NC1=C(C=C(C=C1)Cl)F)C)OC 5-[(4-amino-3-methoxy-phenyl)methyl]-N-(4-chloro-2-fluoro-phenyl)-4-methyl-pyridin-3-amine